anilinium chloride salt [Cl-].[NH3+]C1=CC=CC=C1